ClC1=C(C=CC(=C1)OCC=1C(=NOC1C1CC1)C1=C(C=NC=C1Cl)Cl)C1(CN(C1)C1=NC=C(C(=O)O)C=C1)O 6-(3-(2-chloro-4-((5-cyclopropyl-3-(3,5-dichloropyridin-4-yl)isoxazol-4-yl)methoxy)phenyl)-3-hydroxyazetidin-1-yl)nicotinic acid